N-(3-bromo-4-fluorophenyl)-4-(((triisopropylsilyl)oxy)methyl)-1,2,5-oxadiazole-3-carboxamide BrC=1C=C(C=CC1F)NC(=O)C1=NON=C1CO[Si](C(C)C)(C(C)C)C(C)C